ClC1=C(C(=C(C=C1OC)OC)Cl)C1=CC2=C(N=C(N=C2)N[C@H]2[C@H](COC2)NC(C=C)=O)C(=N1)NC1CN(CC1)C N-((3R,4S)-4-((6-(2,6-dichloro-3,5-dimethoxyphenyl)-8-((1-methylpyrrolidin-3-yl)amino)pyrido[3,4-d]pyrimidin-2-yl)amino)tetrahydrofuran-3-yl)acrylamide